COC1=C(OC=2C(=CC=C(C(=O)N)C2C(F)(F)F)C(F)(F)F)C=CC(=C1)OC 5-(2,4-dimethoxyphenoxy)-4,6-bis(trifluoromethyl)benzamide